C(C)N1C=NC2=C1C(=CC(=C2)O)B2OC(C(O2)(C)C)(C)C 1-ethyl-7-(4,4,5,5-tetramethyl-1,3,2-dioxaborolan-2-yl)-1H-benzo[d]imidazol-5-ol